Cl\C(\C(=O)O)=C/C (Z)-2-chlorobut-2-enoic acid